FC1=CC2=C(N(C(=N2)C(C)C)C2=CC=CC3=CC=CC=C23)C=C1 (S)-5-fluoro-2-isopropyl-1-(naphthalene-1-yl)-1H-benzo[d]imidazole